C(=O)C1=C(C(=O)OC(C)(C)C)C=CC=C1 t-butyl 2-formylbenzoate